N1(CCC1)C1=CC=C2C=C(C(OC2=C1)=O)C=1SC=C(N1)CC(=O)O 2-[2-(7-(azetidin-1-yl)-2-oxo-2H-chromen-3-yl)thiazol-4-yl]acetic acid